3-(4-(tert-butyl)benzoylamino)-5-(1-(4-fluorophenyl)-1H-pyrazol-4-yl)benzofuran-2-carboxylic acid C(C)(C)(C)C1=CC=C(C(=O)NC2=C(OC3=C2C=C(C=C3)C=3C=NN(C3)C3=CC=C(C=C3)F)C(=O)O)C=C1